N-(4-chloro-2-fluoro-5-(trifluoromethyl)phenyl)-1-fluoro-6,7,8,9-tetrahydro-5H-5,8-epiminocyclohepta[c]pyridine-10-carboxamide ClC1=CC(=C(C=C1C(F)(F)F)NC(=O)N1C2CCC1CC=1C(=NC=CC12)F)F